CS(=O)(=O)C1=NC=C(C(=O)O)C=C1C(F)(F)F 6-(Methylsulfonyl)-5-(trifluoromethyl)nicotinic acid